FC(C=1C=C(C=C(C1)C(F)(F)F)C1=CC=2C(N(C(C3=CC(=C4C(C23)=C1OC1=CC=CC=C14)C1=CC(=CC(=C1)C(F)(F)F)C(F)(F)F)=O)C1=CC=C(C=C1)CC(=O)O)=O)(F)F (4-(5,11-bis(3,5-bis(trifluoromethyl)phenyl)-1,3-dioxo-1H-xantheno[2,1,9-def]isoquinolin-2(3H)-yl)phenyl)acetic acid